Cl.FC1=CC(=CC=2NC(=NC21)C2=CC(=CN2)C(=O)C2=C(C=CC=C2)C(F)(F)F)N2CCNCC2 (5-(4-fluoro-6-(piperazin-1-yl)-1H-benzo[d]imidazol-2-yl)-1H-pyrrol-3-yl)(2-(trifluoromethyl)phenyl)methanone hydrochloride